C(=O)(O)NC1=CC(=CC=C1)NC(=O)O dicarboxyl-m-phenylenediamine